octadecyl-1,3,5-tris(3,5-di-tert-butyl-4-hydroxybenzyl)-2,4,6-trimethylbenzene C(CCCCCCCCCCCCCCCCC)C1(C(C(=C(C(=C1C)CC1=CC(=C(C(=C1)C(C)(C)C)O)C(C)(C)C)C)CC1=CC(=C(C(=C1)C(C)(C)C)O)C(C)(C)C)C)CC1=CC(=C(C(=C1)C(C)(C)C)O)C(C)(C)C